P(ON1CCOCC1)(N)N morpholino phosphordiamidite